3-bromo-5-chloro-1,6-naphthyridin-2(1H)-one BrC=1C(NC2=CC=NC(=C2C1)Cl)=O